6-[(1-tert-butyl-3-piperidinyl)amino]-3-[2-hydroxy-4-(trifluoromethyl)phenyl]-4-methyl-1,2,4-triazin-5-one C(C)(C)(C)N1CC(CCC1)NC=1C(N(C(=NN1)C1=C(C=C(C=C1)C(F)(F)F)O)C)=O